C(C)(C)(C)OC(=O)N1CCC(CC1)COC1=CC=NC=C1 4-(4-Pyridinyloxymethyl)piperidine-1-carboxylic acid tert-butyl ester